2-(Benzyloxy)propan-1-ol C(C1=CC=CC=C1)OC(CO)C